C(CCC)C1=C(C=C(C=C1C)C#C[Si](C)(C)C)C [2-(4-butyl-3,5-dimethylphenyl)ethynyl]trimethylsilane